N-((1r,4r)-4-(3-chloro-4-cyano-2-methylphenoxy)cyclohexyl)-6-(4-((6-hydroxyhexyl)(methyl)amino)piperidin-1-yl)pyridazine-3-carboxamide ClC=1C(=C(OC2CCC(CC2)NC(=O)C=2N=NC(=CC2)N2CCC(CC2)N(C)CCCCCCO)C=CC1C#N)C